N-benzyl-3-bromo-2-(3-fluorophenyl)pyrazolo[1,5-a]pyrimidin-5-amine C(C1=CC=CC=C1)NC1=NC=2N(C=C1)N=C(C2Br)C2=CC(=CC=C2)F